2-Amino-4-methoxy-5-methylphenol NC1=C(C=C(C(=C1)OC)C)O